[Se].C(CCCCCCC)P(CCCCCCCC)CCCCCCCC Trioctylphosphine selenium